ClC1=NC(=C2C=CC=NC2=C1)N[C@@H]1CC[C@H](CC1)CC#N Trans-2-[4-[(7-chloro-1,6-naphthyridin-5-yl)amino]cyclohexyl]acetonitrile